F[C@@H]1[C@@H](CNC1)N1CCCC1 |o1:1,2| (3'R*,4'S*)-4'-Fluoro-1,3'-bipyrrolidine